(2-chloro-5-methoxypyridin-4-yl)borol tri(2-propyl-1-pentyl)citrate C(CC)C(CC(C(C(C(=O)O)(CC(CCC)CCC)CC(CCC)CCC)(O)C(=O)O)C(=O)O)CCC.ClC1=NC=C(C(=C1)C=1BC=CC1)OC